pyrazolidin-3,5-dione N1NC(CC1=O)=O